Br[C@@H](C(=O)O)CC(C)C (R)-2-bromo-4-methylpentanoic acid